C(=O)NC=1C=C(C=NC1)C=1C=CC=C2C=NC=NC12 8-(5-formamidopyridin-3-yl)quinazolin